Cl.FC=1C=C2CCN(CC2=CC1)C1=CC(=C(N)C(=C1)C)C 4-(6-Fluoro-3,4-dihydro-1H-isoquinolin-2-yl)-2,6-dimethyl-aniline hydrochloride